S1C=NC2=C1C=1C=CC(=CC1OC2)C=O 4H-chromeno[3,4-d]thiazole-7-carbaldehyde